(R)-N-(5-(5-ethyl-1,2,4-oxadiazol-3-yl)-2,3-dihydro-1H-inden-1-yl)-5-methyl-1,3,4-oxadiazole-2-carboxamide C(C)C1=NC(=NO1)C=1C=C2CC[C@H](C2=CC1)NC(=O)C=1OC(=NN1)C